5-(5-Chloro-2-isopropyl-4-methoxy-benzyl)-N2-cyclohexyl-pyrimidine-2,4-diamine ClC=1C(=CC(=C(CC=2C(=NC(=NC2)NC2CCCCC2)N)C1)C(C)C)OC